C(C)(C)(C)OC(=O)N1CC2COCC(C1)N2C([C@H](CNC(C)C)C2=CC=C(C=C2)Cl)=O 9-((S)-3-(isopropylamino)-2-(4-chlorophenyl)propionyl)-3-oxa-7,9-diazabicyclo[3.3.1]nonane-7-carboxylic acid tert-butyl ester